8-chloro-2-(4-methoxyphenyl)quinazoline ClC=1C=CC=C2C=NC(=NC12)C1=CC=C(C=C1)OC